Dimercaptothiadiazole C1(=S)NNC(=S)S1